C(C)C1=C(N)C=CC(=C1)CC1=CC(=C(N)C=C1)CC 2,2'-diethyl-4,4'-methylenedianiline